isopropyl 3-(3,5-difluorophenyl)-5-(1-hydroxyethyl)-4H-isoxazole-5-carboxylate FC=1C=C(C=C(C1)F)C1=NOC(C1)(C(=O)OC(C)C)C(C)O